C(CCCCCCC)C[SiH](Cl)Cl 1-octyl-methyl-dichlorosilane